C1CCC2=NC3=C(C(=C21)NC(=O)N=S(=O)(N)C2=CC(=NN2C)C(C)(C)O)CCC3 N'-((1,2,3,5,6,7-hexahydrodicyclopenta[b,e]pyridin-8-yl)carbamoyl)-3-(2-hydroxypropan-2-yl)-1-methyl-1H-pyrazole-5-sulfonimidamide